O[C@@H]1[C@H](C[C@@H](CC1)N1N=C2C=C(C(=CC2=C1)C(=O)NC1=CN=C2N1N=CC=C2)OC)C |r| rac-2-((1R,3S,4S)-4-hydroxy-3-methylcyclohexyl)-N-(imidazo[1,2-b]pyridazin-3-yl)-6-methoxy-2H-indazole-5-carboxamide